5-[4-[(1H-indole-3-carbonyl)amino]phenyl]-1H-naphtho[1,2-b][1,4]diazepine N1C=C(C2=CC=CC=C12)C(=O)NC1=CC=C(C=C1)N1C2=C(NCC=C1)C1=CC=CC=C1C=C2